(S)-2-amino-5-((cyclopropylmethyl)(2-(3-methoxybenzamido)benzyl)amino)pentanoic acid N[C@H](C(=O)O)CCCN(CC1=C(C=CC=C1)NC(C1=CC(=CC=C1)OC)=O)CC1CC1